FC=1C=C(C=C(C1)F)[C@@H]1CC=NN1C(=O)C1C[C@@H]2[C@@H](CN(C2)C2=NC=CC(=N2)C#N)C1 2-((3aR,5r,6aS)-5-((S)-5-(3,5-difluorophenyl)-4,5-dihydro-1H-pyrazole-1-carbonyl)hexahydrocyclopenta[c]pyrrol-2(1H)-yl)pyrimidine-4-carbonitrile